N-{(E)-[(cyclopropylmethoxy)-imino][6-(difluoromethoxy)-2,3-difluorophenyl]methyl}-2-phenylacetamide C1(CC1)CO\N=C(\NC(CC1=CC=CC=C1)=O)/C1=C(C(=CC=C1OC(F)F)F)F